ClC=1C=C(C=C(C1)C1=NC=C(C=N1)F)[C@H]1N(CCNC1)C(=O)OC(C)(C)C tert-butyl (R)-2-(3-chloro-5-(5-fluoro-pyrimidin-2-yl)phenyl)piperazine-1-carboxylate